2-(4-(2,5-dioxo-2,5-dihydro-1H-pyrrol-1-yl)phenyl)acetic acid O=C1N(C(C=C1)=O)C1=CC=C(C=C1)CC(=O)O